2-(4-((5,6-diphenylpyrazin-2-yl)(prop-2-yl)amino)butoxy)acetic acid C1(=CC=CC=C1)C=1N=CC(=NC1C1=CC=CC=C1)N(CCCCOCC(=O)O)C(C)C